C(C1CO1)OCC=CC crotyl glycidyl ether